ClC=1C=C(C=NC1N1N=CC=N1)NC(=O)C=1C=NN(C1C(F)(F)F)C1=C2C=CC=NC2=CC=C1 N-(5-chloro-6-(2H-1,2,3-triazol-2-yl)pyridin-3-yl)-1-(quinolin-5-yl)-5-(trifluoromethyl)-1H-pyrazole-4-carboxamide